C12CN(CC(CC1)N2)C=2C1=C(N=C(N2)OCC2(CC2)CN(C)C)CN(CC1)C1=CC=CC2=CC=CC(=C12)C 4-(4-(3,8-diazabicyclo[3.2.1]octan-3-yl)-2-((1-((dimethylamino)methyl)cyclopropyl)methoxy)-5,8-dihydropyrido[3,4-d]pyrimidin-7(6H)-yl)-5-methylnaphthalen